N-((1-(8-HYDROXY-6-(TRIFLUOROMETHYL)QUINAZOLIN-4-YL)PIPERIDIN-3-YL)METHYL)METHANESULFONAMIDE OC=1C=C(C=C2C(=NC=NC12)N1CC(CCC1)CNS(=O)(=O)C)C(F)(F)F